7-chloro-6-fluoro-3,4-dihydro-2H-1,4-benzoxazine ClC1=CC2=C(NCCO2)C=C1F